(R)-2-(4-cyano-6-fluoro-5-methyl-2-oxo-1,2-dihydroquinolin-3-yl)-N-(1-(5-cyanopyrimidin-2-yl)ethyl)-2,2-difluoroacetamide C(#N)C1=C(C(NC2=CC=C(C(=C12)C)F)=O)C(C(=O)N[C@H](C)C1=NC=C(C=N1)C#N)(F)F